2-((4-(6-((4-Cyano-2-fluorobenzyl)oxy)pyridin-2-yl)piperidin-1-yl)methyl)-7-methoxy-3-methyl-3H-imidazo[4,5-b]pyridine-5-carboxylic acid C(#N)C1=CC(=C(COC2=CC=CC(=N2)C2CCN(CC2)CC2=NC=3C(=NC(=CC3OC)C(=O)O)N2C)C=C1)F